2-((R,R)-dispiro[adamantane-2,3'-[1,2,4]trioxolane-5',1''-cyclohexan]-3''-yl)-N-((S)-1-phenylethyl)acetamide [C@@]12(C[C@@H](CCC1)CC(=O)N[C@@H](C)C1=CC=CC=C1)OC1(OO2)C2CC3CC(CC1C3)C2